(1S,2S,3R,5S)-3-[7-{[(1R,2S)-2-(3,4-difluorophenyl)cyclopropyl]amino}-5-(propylthio)-3H-[1,2,3]-triazolo[4,5-d]pyrimidin-3-yl]-5-(2-hydroxyethoxy)cyclopentane-1,2-diol FC=1C=C(C=CC1F)[C@H]1[C@@H](C1)NC=1C2=C(N=C(N1)SCCC)N(N=N2)[C@H]2[C@@H]([C@@H]([C@H](C2)OCCO)O)O